FC(C(F)F)I 1,2,2-trifluoro-1-iodoethane